aminooxobenzoxazepine NC=1C(NOC2=C(C1)C=CC=C2)=O